N-[trans-4-[[4-amino-7-(2-cyanoethylsulfanyl)-5,5-dimethyl-6H-benzo[H]quinazolin-8-yl]oxy]cyclohexyl]carbamic acid tert-butyl ester C(C)(C)(C)OC(N[C@@H]1CC[C@H](CC1)OC=1C=CC2=C(CC(C=3C(=NC=NC23)N)(C)C)C1SCCC#N)=O